3-[(1-acetyl-4-piperidyl)methyl]-6-[2-cyano-3-[[ethyl(methyl)sulfamoyl]amino]anilino]-4-oxo-quinazoline C(C)(=O)N1CCC(CC1)CN1C=NC2=CC=C(C=C2C1=O)NC1=C(C(=CC=C1)NS(N(C)CC)(=O)=O)C#N